NCCCCCCCCCCCCN1C(CCC1=O)=O N-aminododecyl-succinimide